C1=CN(C(=O)NC1=O)[C@]2([C@@H]([C@@H]([C@H](O2)COP(=O)(O)OP(=O)(O)OP(=O)(O)O)O)O)F Fluorouridine triphosphate